C(C)(C)[SiH2]O[Si](C(C)C)(C(C)C)C(C)C tetra-isopropyl-disiloxane